FC1(OC(OC(C1(F)F)(F)F)=O)F perfluoro-1,3-dioxanone